2-(1-(4-nitrophenyl)piperidin-4-yl)ethanol [N+](=O)([O-])C1=CC=C(C=C1)N1CCC(CC1)CCO